BrC1=CC(=CC2=C1C=C(O2)C)C(F)(F)F 4-bromo-2-methyl-6-(trifluoromethyl)benzofuran